C(#N)/C(/C(=O)N[C@H](C)C1=CC=C(C=C1)F)=C\C1=CNC2=NC=CC=C21 (R,E)-2-cyano-N-(1-(4-fluorophenyl)ethyl)-3-(1H-pyrrolo[2,3-b]pyridin-3-yl)acrylamide